FC1=C(C=CC(=C1)C1=NN(C=N1)C1=CC=C(C=C1)C(F)(F)F)NC(=O)\N=C\1/SCC(N1C1=C(C=CC(=C1)C)CC1=C(C=CC=C1)F)=O (Z)-1-(2-fluoro-4-(1-(4-(trifluoromethyl)phenyl)-1H-1,2,4-triazol-3-yl)phenyl)-3-(3-(2-(2-fluorobenzyl)-5-methylphenyl)-4-oxothiazolidin-2-ylidene)urea